N-((R)-1-(3-(1,1-difluoroethyl)-2-fluorophenyl)ethyl)-7-((S)-hexahydropyrazino[2,1-c][1,4]oxazin-8(1H)-yl)-4-methylpyrido[3,4-d]pyridazin-1-amine FC(C)(F)C=1C(=C(C=CC1)[C@@H](C)NC1=C2C(=C(N=N1)C)C=NC(=C2)N2C[C@H]1COCCN1CC2)F